FC1=C(C=CC=C1)[C@@H](N)[C@@H]1CNC2=C(N1)N=CC=C2 (R)-(2-fluorophenyl)-[(3S)-1,2,3,4-tetrahydropyrido[2,3-b]pyrazin-3-yl]methanamine